2-(6-(6-(4-(4-(2,6-dioxopiperidin-3-yl)-3-fluorobenzyl)piperazin-1-yl)pyridazin-3-yl)-1-oxoisoindolin-2-yl)-2-(5-fluoro-2-hydroxyphenyl)-N-(thiazol-2-yl)acetamide O=C1NC(CCC1C1=C(C=C(CN2CCN(CC2)C2=CC=C(N=N2)C2=CC=C3CN(C(C3=C2)=O)C(C(=O)NC=2SC=CN2)C2=C(C=CC(=C2)F)O)C=C1)F)=O